N1=C(C=NC=C1)C=1OC(=CN1)C(=O)N1[C@H](C2=C(CC1)NC=N2)C2=NN1C(C(=CC=C1)C(F)(F)F)=C2 (R)-(2-(pyrazin-2-yl)oxazol-5-yl)(4-(4-(trifluoromethyl)pyrazolo[1,5-a]pyridin-2-yl)-1,4,6,7-tetrahydro-5H-imidazo[4,5-c]pyridin-5-yl)methanone